C1(CC1)N1C(=NC2=C1C=C(C(=C2)F)F)N2C=NC=1C=NC=CC12 1-(1-cyclopropyl-5,6-difluoro-1H-benzo[d]imidazol-2-yl)-1H-imidazo[4,5-c]pyridine